CC(CCCCCC)C1C(CCC1=O)=O 2-(octan-2-yl)cyclopentane-1,3-dione